[Fe].C(=O)(O)C1=CC=C(C=C1)NC1=NC(=NC(=N1)NC1=CC=C(C=C1)C(=O)O)NC1=CC=C(C=C1)C(=O)O 2,4,6-tri(p-carboxyl-phenyl)amino-1,3,5-triazine iron